2-(3-(3-chloro-4-methoxyphenyl)-1-methylureido)-5-oxo-5H-thieno[3,2-b]pyran-6-carboxylic acid ClC=1C=C(C=CC1OC)NC(N(C)C1=CC=2OC(C(=CC2S1)C(=O)O)=O)=O